C(\C=C\C)(=O)OC methyl crotonoate